acetylarsenite C(C)(=O)O[As]([O-])[O-]